ClC1=CC=C(CN2C(=CC3=CC(=CC=C23)O)CC(C(=O)OCC)(C)C)C=C1 ethyl 3-(1-(4-chlorobenzyl)-5-hydroxy-1H-indol-2-yl)-2,2-dimethylpropionate